CC1(C(C(=CC2(CN(CCO2)C(=O)C=2N=NC(=CC2)OCC(F)(F)F)C1)C#N)=O)C 10,10-dimethyl-9-oxo-4-[6-(2,2,2-trifluoroethoxy)pyridazine-3-carbonyl]-1-oxa-4-azaspiro[5.5]undec-7-ene-8-carbonitrile